NC1=NC2=CC=C(C=C2C=C1C)C(=O)N(C(C)C1=NC=CC=N1)CC1=NC=C(N=C1)Br 2-Amino-N-((5-bromopyrazin-2-yl)methyl)-3-methyl-N-(1-(pyrimidin-2-yl)ethyl)quinoline-6-carboxamide